2-(1-(2-(2,6-dioxopiperidin-3-yl)-1,3-dioxoisoindolin-4-yl)piperidin-4-yl)acetaldehyde O=C1NC(CCC1N1C(C2=CC=CC(=C2C1=O)N1CCC(CC1)CC=O)=O)=O